C1(CC1)CC(C#N)C(C)=O 2-(cyclopropylmethyl)-3-oxobutyronitrile